N-[3-(2-chloro-5-fluorophenyl)-7-methoxy-1-oxo-6-[(2,2,2-trifluoroethyl)amino]-2,3-dihydro-1H-isoindol-4-yl]-3-fluoro-5-(trifluoromethyl)benzamide ClC1=C(C=C(C=C1)F)C1NC(C2=C(C(=CC(=C12)NC(C1=CC(=CC(=C1)C(F)(F)F)F)=O)NCC(F)(F)F)OC)=O